(S)-N1-(Biphenyl-4-yl)-N2-(2,4-dichlorobenzyl)-5-oxopyrrolidine-1,2-dicarboxamide C1(=CC=C(C=C1)NC(=O)N1[C@@H](CCC1=O)C(=O)NCC1=C(C=C(C=C1)Cl)Cl)C1=CC=CC=C1